3-(4-methylpentyl)cyclohexane CC(CCCC1CCCCC1)C